4-((3-(8-(((3S,4R)-3-fluoro-1-methylpiperidin-4-yl)amino)-3-vinylimidazo[1,2-a]pyridin-2-yl)prop-2-yn-1-yl)amino)-3-methoxy-N-(2-methoxyethyl)-N-methylbenzamide F[C@H]1CN(CC[C@H]1NC=1C=2N(C=CC1)C(=C(N2)C#CCNC2=C(C=C(C(=O)N(C)CCOC)C=C2)OC)C=C)C